N[C@@H](C(=O)NC1=CC=C(C=C1)C1=C2C(=NC=C1C)NC=C2)CC(C)C (2R)-2-Amino-4-methyl-N-[4-(5-methyl-1H-pyrrolo[2,3-b]pyridin-4-yl)phenyl]pentanamide